Cl.NCC1=CSC=C1 3-(aminomethyl)thiophene hydrochloride